ethyl (5S)-5-[3-[(5-methoxy-2-methyl-pyrazol-3-yl)amino]-1,2,4-triazol-4-yl]-2-[[(1S,2S)-2-methylcyclopropanecarbonyl]amino]-4,5,6,7-tetrahydrobenzothiophene-3-carboxylate COC=1C=C(N(N1)C)NC1=NN=CN1[C@H]1CCC2=C(C(=C(S2)NC(=O)[C@@H]2[C@H](C2)C)C(=O)OCC)C1